N-((1R)-3-Cyano-3-azabicyclo[3.1.0]hexan-1-yl)-5-(4-(4-fluorophenoxy)pyridin-3-yl)thiazol-2-carboxamid C(#N)N1C[C@]2(CC2C1)NC(=O)C=1SC(=CN1)C=1C=NC=CC1OC1=CC=C(C=C1)F